tert-butyl 3-[2-[2-[2-[2-[3-[2-(2,6-dioxo-3-piperidyl)-1-oxo-isoindolin-4-yl]propoxy]ethoxy]ethoxy]ethoxy]ethoxy]propanoate O=C1NC(CCC1N1C(C2=CC=CC(=C2C1)CCCOCCOCCOCCOCCOCCC(=O)OC(C)(C)C)=O)=O